C(C)(C)(C)OC=1C(C=O)=CC=CC1 tertiary butyl-salicylaldehyde